(3-Methoxy-4-((4-((2-methoxyethyl)amino)-3-(trifluoromethyl)-1H-pyrrolo[2,3-b]pyridin-6-yl)amino)phenyl)(4-methylpiperazin-1-yl)-methanon COC=1C=C(C=CC1NC1=CC(=C2C(=N1)NC=C2C(F)(F)F)NCCOC)C(=O)N2CCN(CC2)C